8-ethyl-7-fluoronaphthalen-1-yl pivalate C(C(C)(C)C)(=O)OC1=CC=CC2=CC=C(C(=C12)CC)F